BrC1CCC2=NC=3C=CC=CC3C(=C21)Cl bromo-9-chloro-2,3-dihydro-1H-cyclopenta[b]quinoline